N1C=NC(=C1)C(=O)O 1H-IMIDAZOLE-4-CARBOXYLIC ACID